4-(piperazin-1-yl)-7H-pyrrolo[2,3-d]pyrimidine dihydrochloride Cl.Cl.N1(CCNCC1)C=1C2=C(N=CN1)NC=C2